C(C)(C)(C)N1CCC(CC1)N1C2=C(NC(C1=O)=O)C=CC(=N2)Cl Tert-Butyl-4-(6-chloro-2,3-dioxo-2,3-dihydropyrido[2,3-b]pyrazin-4(1H)-yl)piperidin